N-[(2S,3R,4S)-2-[(3'-chloro-2,2'-difluoro[1,1'-biphenyl]-3-yl)methyl]-4-fluoro-1-(oxetane-2-carbonyl)pyrrolidin-3-yl]ethanesulfonamide ClC=1C(=C(C=CC1)C1=C(C(=CC=C1)C[C@@H]1N(C[C@@H]([C@@H]1NS(=O)(=O)CC)F)C(=O)C1OCC1)F)F